(R)-1-((1-(((tert-butyldimethylsilyl)oxy)methyl)cyclopentyl)methyl)-6-chloro-3-(3-((methylsulfonyl)methyl)pyrrolidin-1-yl)-1H-pyrazolo[4,3-c]pyridine [Si](C)(C)(C(C)(C)C)OCC1(CCCC1)CN1N=C(C=2C=NC(=CC21)Cl)N2C[C@@H](CC2)CS(=O)(=O)C